ClC1=NC=CC(=C1)C#CC=1N(C(=C(N1)C#N)C=1C=NC(=CC1)C)C 2-[2-(2-chloro-4-pyridyl)ethynyl]-1-methyl-5-(6-methyl-3-pyridinyl)imidazole-4-carbonitrile